C(C)(C)(C)OC(N(C=1N=CC2=CC(=NC=C2C1)C=1C=NC(=CC1C)C(CCC=C)=O)C)=O.S(=O)(=O)=C1N=C(OC1C(F)(F)F)C(F)(F)F 4-sulfonyl-2,5-bis(trifluoromethyl)oxazole tert-butyl-N-methyl-N-{7-[4-methyl-6-(pent-4-enoyl)pyridin-3-yl]-2,6-naphthyridin-3-yl}carbamate